[tetrakis(butyl(dicyclohexylphosphine))] methanesulfonate CS(=O)(=O)O.C(CCC)P(C1CCCCC1)C1CCCCC1.C(CCC)P(C1CCCCC1)C1CCCCC1.C(CCC)P(C1CCCCC1)C1CCCCC1.C(CCC)P(C1CCCCC1)C1CCCCC1